CCCCCCCCC(CCCCCCCC)OC(CCCCCCCO[C@@H](COCCOCCOCCOCCOCC1=CC=CC=C1)COCCCCCCCC(=O)OC(CCCCCCCC)CCCCCCCC)=O heptadecan-9-yl (R)-16-((8-(heptadecan-9-yloxy)-8-oxooctyl)oxy)-1-phenyl-2,5,8,11,14,18-hexaoxahexacosan-26-oate